aminopropionat NC(C(=O)[O-])C